2-[(1S)-5-(6-{5-[(5-cyclobutyl-2-oxo-1,2-dihydropyridin-1-yl)methyl]-1-methyl-1H-1,2,3-triazol-4-yl}-2-ethylpyridin-3-yl)-3,3-difluorocyclohexyl]acetic acid C1(CCC1)C=1C=CC(N(C1)CC1=C(N=NN1C)C1=CC=C(C(=N1)CC)C1CC(C[C@@H](C1)CC(=O)O)(F)F)=O